FC=1C=C(C=CC1OC1=C2C(=NC=C1)NC(=C2)C2=CC=CC=C2)NC(=O)C=2C(N(N(C2C)C)C2=CC=C(C=C2)F)=O 2-(4-fluoro-phenyl)-1,5-dimethyl-3-oxo-2,3-dihydro-1H-pyrazole-4-carboxylic acid [3-fluoro-4-(2-phenyl-1H-pyrrolo[2,3-b]pyridin-4-yloxy)-phenyl]-amide